tert-Butyl 4-((2-((allyloxy)carbonyl)cyclobutyl)methyl)-3,3-difluorohexahydropyrrolo[3,2-b]pyrrole-1(2H)-carboxylate C(C=C)OC(=O)C1C(CC1)CN1CCC2N(CC(C21)(F)F)C(=O)OC(C)(C)C